COCCN1CC(CC1)C=1NC=2C=CC=C(C2C1C(CC1=CC(=CC=C1)OC)=O)C(=O)[O-] 2-(1-(2-methoxy ethyl) pyrrolidin-3-yl)-3-(2-(3-methoxyphenyl) acetyl)-1H-indole-4-carboxylate